2-(2,2-dimethyl-4-oxochroman-6-yl)-5-(4-(methoxy-carbonyl)phenyl)-1H-pyrrole-1-carboxylic acid tert-butyl ester C(C)(C)(C)OC(=O)N1C(=CC=C1C1=CC=C(C=C1)C(=O)OC)C=1C=C2C(CC(OC2=CC1)(C)C)=O